[3-[2-(Dimethylamino)ethyl]-7-fluoro-1-propylindol-4-yl] dihydrogen phosphate P(=O)(OC1=C2C(=CN(C2=C(C=C1)F)CCC)CCN(C)C)(O)O